NC1=NC2=CC(=CC=C2C=C1C(F)F)C[C@@H]1CC[C@]2([C@@H]1O[C@H]([C@@H]2O)N2C=CC1=C2N=CN=C1C)O (2R,3R,3aS,6S,6aR)-6-((2-amino-3-(difluoromethyl)quinolin-7-yl)methyl)-2-(4-methyl-7H-pyrrolo[2,3-d]pyrimidin-7-yl)hexahydro-3aH-cyclopenta[b]furan-3,3a-diol